(2-chloro-3-(3-chloro-2-(4-formyl-3-methoxyphenyl)pyridin-4-yl)phenyl)-3-methoxypicolinaldehyde ClC1=C(C=CC=C1C1=C(C(=NC=C1)C1=CC(=C(C=C1)C=O)OC)Cl)C1=C(C(=NC=C1)C=O)OC